tert-butyl N-(cyclobutylmethyl)-N-[(3R)-1-[4-[1-[4-(5-methoxy-3-pyridyl)triazol-1-yl]ethyl]phenyl]-3-piperidyl]carbamate C1(CCC1)CN(C(OC(C)(C)C)=O)[C@H]1CN(CCC1)C1=CC=C(C=C1)C(C)N1N=NC(=C1)C=1C=NC=C(C1)OC